di(piperidin-1-yl)spiro[isoindoline-1,9'-xanthen]-3-one N1(CCCCC1)C1=C(C=2C3(C4=CC=CC=C4OC2C=C1)NC(C1=CC=CC=C13)=O)N1CCCCC1